4-[3-[2,6-Dichloro-4-(7-methyl-5,9-dioxa-2-azaspiro[3.5]nonan-2-yl)benzoyl]-2,4-dihydro-1,3-benzoxazin-8-yl]-5-fluoro-2-(3-oxa-8-azabicyclo[3.2.1]oct-8-yl)benzoic acid hydrate O.ClC1=C(C(=O)N2COC3=C(C2)C=CC=C3C3=CC(=C(C(=O)O)C=C3F)N3C2COCC3CC2)C(=CC(=C1)N1CC2(C1)OCC(CO2)C)Cl